7-[2-(3-{[(2S)-pyrrolidin-2-yl]methoxy}pyridin-4-yl)-1H-pyrrolo[3,2-b]pyridin-3-yl]quinoline N1[C@@H](CCC1)COC=1C=NC=CC1C1=C(C2=NC=CC=C2N1)C1=CC=C2C=CC=NC2=C1